(2R,6R)-6-methyl-N-[(4-methylmorpholin-2-yl)methyl]-4-(8-methyl-5-quinolinyl)morpholine-2-carboxamide C[C@H]1O[C@H](CN(C1)C1=C2C=CC=NC2=C(C=C1)C)C(=O)NCC1CN(CCO1)C